3-chloro-4-(4-(4-(((3-(2,6-dioxopiperidin-3-yl)-2-methyl-4-oxo-3,4-dihydroquinazolin-5-yl)amino)methyl)benzyl)piperazin-1-yl)benzonitrile ClC=1C=C(C#N)C=CC1N1CCN(CC1)CC1=CC=C(C=C1)CNC1=C2C(N(C(=NC2=CC=C1)C)C1C(NC(CC1)=O)=O)=O